ethyl 10-iodo-6-isopropyl-9-(3-methoxypropoxy)-2-oxo-2,6,7,11b-tetrahydro-1H-pyrido[2,1-a]isoquinoline-3-carboxylate IC1=C(C=C2CC(N3C(C2=C1)CC(C(=C3)C(=O)OCC)=O)C(C)C)OCCCOC